1,6-dibutyl adipate C(CCCCC(=O)OCCCC)(=O)OCCCC